FC1=C(C(=O)N([C@H]2CNCCC2)C2=NC=CC3=CC=CC(=C23)C)C=CC(=C1)NC1=NC=CC(=N1)NCC1=NC=CC=C1 (R)-2-fluoro-N-(8-methylisoquinolin-1-yl)-N-(piperidin-3-yl)-4-((4-((pyridin-2-ylmethyl)amino)pyrimidin-2-yl)amino)benzamide